tert-butyl 5-{[4-(1-cyanocyclohexyl)-6-[(3R)-3-methylmorpholin-4-yl] pyridin-2-yl] amino}-1H-pyrazole-1-carboxylate C(#N)C1(CCCCC1)C1=CC(=NC(=C1)N1[C@@H](COCC1)C)NC1=CC=NN1C(=O)OC(C)(C)C